ClC1=NC=2C=CNC(C2C(=C1)NC1=NC=C(C=C1)N1CCC(CC1)(C)O)=O 2-chloro-4-((5-(4-hydroxy-4-methylpiperidin-1-yl)pyridin-2-yl)amino)-1,6-naphthyridin-5(6H)-one